NCCNC(C)S(=O)(=O)O (2-aminoethyl)aminoethanesulfonic acid